COC1=CC=CC(=C1)N2C(=O)C=CC2=O N-(3-methoxyphenyl)maleimide